C(#N)C1=CC(=C(COC2=CC=CC(=N2)C=2CCN(CC2)C2(CC2)C(=O)O)C=C1)F 1-(6-((4-cyano-2-fluorobenzyl)oxy)-3',6'-dihydro-[2,4'-bipyridyl]-1'(2'h)-yl)cyclopropane-1-carboxylic acid